4-((2-ethyl-6-methoxy-7-(3-(pyrrolidin-1-yl)propoxy)quinazolin-4-yl)amino)tetrahydro-2H-thiopyran 1,1-dioxide C(C)C1=NC2=CC(=C(C=C2C(=N1)NC1CCS(CC1)(=O)=O)OC)OCCCN1CCCC1